tert-butyl (2R,3S,4R,5S)-3-(3-chloro-2-fluorophenyl)-4-[4-chloro-6-(trifluoromethyl)pyridin-3-yl]-4-cyano-5-(2,2-dimethylpropyl)pyrrolidine-2-carboxylate ClC=1C(=C(C=CC1)[C@H]1[C@@H](N[C@H]([C@]1(C#N)C=1C=NC(=CC1Cl)C(F)(F)F)CC(C)(C)C)C(=O)OC(C)(C)C)F